(1R,4S)-1-(hydroxymethyl)-5-methyl-6-oxo-2,5-diazabicyclo[2.2.1]Heptane-2-carboxylic acid OC[C@@]12N(C[C@@H](N(C1=O)C)C2)C(=O)O